N-(2-(3-fluoro-1H-indol-2-yl)ethyl)pentanamide (R)-1-((3-amino-4-methoxybenzyl)oxy)propan-2-yl-6-chloro-8-((4-methoxyphenyl)(methyl)amino)imidazo[1,2-b]pyridazine-3-carboxylate NC=1C=C(COC[C@@H](C)OC(=O)C2=CN=C3N2N=C(C=C3N(C)C3=CC=C(C=C3)OC)Cl)C=CC1OC.FC1=C(NC3=CC=CC=C13)CCNC(CCCC)=O